(R)-N-(1-(3-cyclopropyl-6-fluoro-4-oxo-2-((S)-tetrahydro-2H-pyran-2-yl)-3,4-dihydroquinazolin-8-yl)ethylidene)-2-methylpropane-2-sulfinamide C1(CC1)N1C(=NC2=C(C=C(C=C2C1=O)F)C(C)=N[S@](=O)C(C)(C)C)[C@H]1OCCCC1